C(C)(C)(C)OC(=O)NC(C(=O)O)CC1=NC2=CC=CC=C2NC1=O 2-(tert-butoxycarbonylamino)-3-(3-oxo-4H-quinoxalin-2-yl)propionic acid